ClC1=CC=C(C=N1)CC#N 2-(6-Chloropyridin-3-yl)acetonitrile